ClC=1C=C2C(=NC(=NC2=C(C1C1=C2C(=NNC2=CC=C1C)I)F)N1CC(C1)N(C)C)N1C[C@H](N(C[C@@H]1C)C(C=C)=O)C 1-((2R,5S)-4-(6-chloro-2-(3-(dimethylamino)azetidin-1-yl)-8-fluoro-7-(3-iodo-5-methyl-1H-indazol-4-yl)quinazolin-4-yl)-2,5-dimethylpiperazin-1-yl)prop-2-en-1-one